BOC-tyrosine C(=O)(OC(C)(C)C)N[C@@H](CC1=CC=C(C=C1)O)C(=O)O